7-EthylPhenyl-4-(4-fluoro-3-(2-isopropyl-6-methoxy-2H-indazol-5-yl)phenyl)-7H-imidazo[4,5-c]Pyridazine C(C)N1C=NC2=C1N=NC(=C2C2=CC(=C(C=C2)F)C2=CC1=CN(N=C1C=C2OC)C(C)C)C2=CC=CC=C2